[Si](C1=CC=CC=C1)(C1=CC=CC=C1)(C(C)(C)C)OC[C@@H]1CO[C@@H](CN1C(=O)OC(C)(C)C)C(NC(C)(C)C1=C(C=C(C=C1)F)C)=O tert-butyl (2S,5S)-5-(((tert-butyldiphenylsilyl)oxy)methyl)-2-((2-(4-fluoro-2-methylphenyl)propan-2-yl)carbamoyl)morpholine-4-carboxylate